2-[(6-chloro-3-morpholinosulfonyl-4-quinolyl)amino]-5-isopropyl-benzoic acid ClC=1C=C2C(=C(C=NC2=CC1)S(=O)(=O)N1CCOCC1)NC1=C(C(=O)O)C=C(C=C1)C(C)C